4-butyl-1-(4-chloro-2-fluorophenyl)-3-(4-fluorophenyl)-N-(2-methoxyethyl)-5-methyl-4,5-dihydro-1H-pyrazole-5-carboxamide C(CCC)C1C(=NN(C1(C(=O)NCCOC)C)C1=C(C=C(C=C1)Cl)F)C1=CC=C(C=C1)F